C1(CCCC1)OC(N(C)C1CC1)=O.C(#N)N1C[C@H](CC1)C(=O)NC=1SC2=C(N1)C=CC(=C2C)C=2C=NN(C2)C (S)-1-cyano-N-(7-methyl-6-(1-methyl-1H-pyrazol-4-yl)benzo[d]thiazol-2-yl)pyrrolidine-3-carboxamide cyclopentyl-cyclopropyl(methyl)carbamate